N-(2,3-Dihydro-1,4-benzoxazin-4-yl)-3-isopropyl-7-(2,3,5-trifluorophenyl)benzo-thiophene-2-carboxamide O1CCN(C2=C1C=CC=C2)NC(=O)C=2SC1=C(C2C(C)C)C=CC=C1C1=C(C(=CC(=C1)F)F)F